COC1=CC=C(C=C1)NP(=S)(C1=CC=CC=C1)C1=CC=CC=C1 N-(4-Methoxyphenyl)-P,P-diphenylphosphinothioic amide